4-hydroxypentane-1-sulfonic acid OC(CCCS(=O)(=O)O)C